sulphate aluminium magnesium salt [Mg+2].[Al+3].S(=O)(=O)([O-])[O-]